5-(3-pyridinyl)-N-methyl-4-piperidone N1=CC(=CC=C1)C1C(CCN(C1)C)=O